C(N)(=O)C=1C=C(C=CC1)CN1C2=C(C=CC=C2C=2CCC(CC12)CCCCC)C(=O)O 9-[(3-carbamoylphenyl)methyl]-2-pentyl-2,3,4,9-tetrahydro-1H-carbazole-8-carboxylic acid